N-(2-(2-((6-chlorohexyl)oxy)ethoxy)ethyl)-3',6'-bis(3-methyl-3,6-diazabicyclo[3.1.1]heptan-6-yl)-3-oxo-3H-spiro[isobenzofuran-1,9'-xanthene]-6-carboxamide ClCCCCCCOCCOCCNC(=O)C1=CC=C2C(OC3(C4=CC=C(C=C4OC=4C=C(C=CC34)N3C4CN(CC3C4)C)N4C3CN(CC4C3)C)C2=C1)=O